1-undec-10-enoxyhex-5-en-2-one C(CCCCCCCCC=C)OCC(CCC=C)=O